(R)-N-(2-cyano-7-(pyridin-4-yl)isoindolin-5-yl)-1-methylpiperidine-3-carboxamide C(#N)N1CC2=C(C=C(C=C2C1)NC(=O)[C@H]1CN(CCC1)C)C1=CC=NC=C1